5-chloro-2-(difluoromethyl)-N-((1r,4r)-4-((5-fluoro-3-(2-fluoro-5-methoxyphenyl)-3-hydroxy-2-oxoindolin-1-yl)methyl)cyclohexyl)nicotinamide ClC=1C=NC(=C(C(=O)NC2CCC(CC2)CN2C(C(C3=CC(=CC=C23)F)(O)C2=C(C=CC(=C2)OC)F)=O)C1)C(F)F